N,N-di(4-methoxyphenyl)amino-9,9'-spirobifluorene COC1=CC=C(C=C1)N(C1=CC=C(C=C1)OC)C1=CC=CC=2C3=CC=CC=C3C3(C12)C1=CC=CC=C1C=1C=CC=CC13